CC1=CN=CC(=N1)NC1=NC=CC(=C1)COC1=CC=C(C2=CC=CC=C12)NC(N)=O 3-(4-((2-((6-methylpyrazin-2-yl)amino)pyridin-4-yl)methoxy)naphthalen-1-yl)urea